C1(CC1)NC(CC=1C=C2CCC(NC2=CC1)C1=CC=CC=C1)=O N-cyclopropyl-2-(2-phenyl-1,2,3,4-tetrahydroquinoline-6-yl)acetamide